FC1=CC=C(CN2C(C=3C=C(C(=NC3C=C2)C)C(=O)NCC=2N=C(OC2)C)=O)C=C1 6-(4-fluorobenzyl)-2-methyl-N-((2-methyloxazol-4-yl)methyl)-5-oxo-5,6-dihydro-1,6-naphthyridine-3-carboxamide